3-methyl-2-(morpholine-4-carbonyl)naphtho[1,2-b]furan-4,5-dione CC=1C2=C(OC1C(=O)N1CCOCC1)C1=CC=CC=C1C(C2=O)=O